C[C@H]1[C@@H]([C@@H]([C@H]([C@H](O1)OP(=O)(O)OP(=O)(O)OC[C@@H]2[C@H]([C@H]([C@@H](O2)N3C=CC(=O)NC3=O)O)O)NC(=O)C)O)NC(=O)C The molecule is a UDP-amino sugar having 2,4-diacetamido-2,4,6-trideoxy-beta-L-altrose as the amino sugar component. It derives from a 2,4-diacetamido-2,4,6-trideoxy-beta-L-altrose. It is a conjugate acid of an UDP-2,4-diacetamido-2,4,6-trideoxy-beta-L-altrose(2-).